FC1(CCN(CC1)C(=O)C=1C=CC(=NC1)C=1C=C(C2=C(C=C(O2)CNC(\C=C\C=2C=NC=CC2)=O)C1)C=1C=NC=CC1)F (E)-N-((5-(5-(4,4-difluoro-piperidine-1-carbonyl)pyridin-2-yl)-7-(pyridin-3-yl)benzofuran-2-yl)methyl)-3-(pyridin-3-yl)acrylamide